6-acetyl-8-cyclopentyl-5-methyl-2-[5-(1-piperazinyl)pyridin-2-ylamino]-8H-pyrido[2,3-d]pyrimidin-7-one C(C)(=O)C1=C(C2=C(N=C(N=C2)NC2=NC=C(C=C2)N2CCNCC2)N(C1=O)C1CCCC1)C